3-((6-fluoroquinolin-4-yl)amino)-N-(4-(pyridin-4-ylamino)pyridin-2-yl)benzamide 2,2,2-trifluoroacetate FC(C(=O)O)(F)F.FC=1C=C2C(=CC=NC2=CC1)NC=1C=C(C(=O)NC2=NC=CC(=C2)NC2=CC=NC=C2)C=CC1